O1NC=CC2=C1C=CC=C2 benzo[e][1,2]oxazine